2-{3-[(4-methoxypyridin-3-yl)amino]prop-1-yn-1-yl}-N-(1-methylpiperidin-4-yl)-1-(2,2,2-trifluoroethyl)-1H-indol-4-amine COC1=C(C=NC=C1)NCC#CC=1N(C=2C=CC=C(C2C1)NC1CCN(CC1)C)CC(F)(F)F